CC1=CC=C(N(C2=CC=CC=C2)C2=CC=CC=C2)C=C1 4-methyl-N,N-diphenylaniline